5-Bromo-3-chloro-N-[(2S)-1,1,1-trifluoropropan-2-yl]pyridine-2-carboxamide BrC=1C=C(C(=NC1)C(=O)N[C@H](C(F)(F)F)C)Cl